O=CC(=O)Cl 2-oxoacetyl chloride